7H-dibenzo[b,g]carbazole C1=CC=CC=2C1=C1C=3C=C4C(=CC3NC1=CC2)C=CC=C4